(2-cyanoethyl)carbazole C(#N)CCC1=CC=CC=2C3=CC=CC=C3NC12